FC(CN1N=CC=2C1=NC(=CN2)N2CCC1(CC2)CCN(CC1)C1=NC=C(C=C1)C(F)(F)F)F 3-(1-(2,2-difluoroethyl)-1H-pyrazolo[3,4-b]pyrazin-6-yl)-9-(5-(trifluoromethyl)pyridin-2-yl)-3,9-diazaspiro[5.5]undecane